CC1(CCCC1)O 1-methylcyclopentanol